NC1=NC=C(C#N)C(=C1)NCCN1CCCC1 6-amino-4-((2-(pyrrolidin-1-yl)ethyl)amino)nicotinonitrile